2-((2-Acetaminophenyl)amino)-N-(4-ethylphenyl)acetamide N(C(=O)C)C1=C(C=CC=C1)NCC(=O)NC1=CC=C(C=C1)CC